(R)-4-((3,4-dioxo-2-((2,6,6-trimethyl-4,5,6,7-tetrahydrobenzofuran-7-yl)amino)cyclobut-1-en-1-yl)amino)-3-hydroxy-N,N-dimethylpicolinamide O=C1C(=C(C1=O)NC1=C(C(=NC=C1)C(=O)N(C)C)O)N[C@@H]1C(CCC=2C=C(OC21)C)(C)C